N1CC(C1)C=1C=CC(=NC1)N1C[C@@H](CC1)C(F)(F)F 5-(azetidin-3-yl)-2-[(3R)-3-(trifluoromethyl)pyrrolidin-1-yl]pyridine